N-2-hydroxyethyliminodiacetic acid OCCN(CC(=O)O)CC(=O)O